Cl.ON=C(N)C1CC1 N'-hydroxycyclopropaneformamidine hydrochloride